ClC=1C=C(C=CC1)[C@@H](CNC)NC(=O)C=1N=CN(C1)C1=NC(=NC=C1C)NC1CCOCC1 (S)-N-(1-(3-chlorophenyl)-2-(methylamino)ethyl)-1-(5-methyl-2-((tetrahydro-2H-pyran-4-yl)amino)pyrimidin-4-yl)-1H-imidazole-4-carboxamide